5H-indeno[5,6-b]selenophene-5,7(6H)-dione [Se]1C2=C(C=C1)C=C1C(CC(C1=C2)=O)=O